ClC1=C(C=CC2=C1C(=N[C@H](C=1N2N=C(N1)C(=O)NN1CCCC1)C)C1=C(C=CC=C1F)F)C(F)(F)F (4S)-7-chloro-6-(2,6-difluorophenyl)-4-methyl-N-pyrrolidin-1-yl-8-(trifluoromethyl)-4H-[1,2,4]triazolo[1,5-a][1,4]benzodiazepine-2-Carboxamide